C[C@H]1CN(CCN1CC=1SC(=CN1)C)C(=O)OC(C)(C)C (S)-tert-butyl 3-methyl-4-[(5-methylthiazol-2-yl)methyl]piperazine-1-carboxylate